3-(HYDROXYMETHYL)-5-METHYLPHENYLBORONIC ACID OCC=1C=C(C=C(C1)C)B(O)O